C(C)(C)(C)OC(=O)N[C@H](C(=O)O)COC=1C(=NC=CC1)[N+](=O)[O-] (S)-2-((tert-Butoxycarbonyl)amino)-3-((2-nitropyridin-3-yl)oxy)propanoic acid